6-(1-(3-Chloropyridin-2-yl)-3-(thietan-3-yloxy)-1H-pyrazol-5-carboxamido)-5-methyl-N-propylpyrazolo[1,5-a]pyridin-7-carboxamid ClC=1C(=NC=CC1)N1N=C(C=C1C(=O)NC=1C(=CC=2N(C1C(=O)NCCC)N=CC2)C)OC2CSC2